C[C@@]12CCC[C@H]1[C@@H]1CCC3=CC(CC[C@]3(C)[C@H]1CC2)=O 4-Androstene-3-on